C1(NC(C2CC3C(C=C12)=CC=CC3)=O)=O tetrahydro-1H-benzo[f]isoindol-1,3(2H)-dione